[Si](C)(C)(C(C)(C)C)OC(C1=CC=CC=C1)C1=C(C=O)C=CC=C1 2-((tert-butyldimethylsilyloxy)benzyl)benzaldehyde